C[C@]12CC3(CC(C[C@@](C1)(C3)C)C2)NC(NC2=C(C=C(C(=O)NCCCCCCC(=O)NO)C=C2)O)=O 4-(3-((1r,3R,5S,7r)-3,5-dimethyladamantan-1-yl)ureido)-3-hydroxy-N-(7-(hydroxyamino)-7-oxoheptyl)benzamide